(2-oxo-4-(2-(2-((4-(trifluoromethyl)phenyl)amino)nicotinoyl)hydrazino)butyl)carbamic acid tert-butyl ester C(C)(C)(C)OC(NCC(CCNNC(C1=C(N=CC=C1)NC1=CC=C(C=C1)C(F)(F)F)=O)=O)=O